1-(4-((S)-1-(2-methyl-1H-imidazol-1-yl)ethyl)phenyl)-3-(((2R*,5R*)-5-methyltetrahydrofuran-2-yl)methyl)urea CC=1N(C=CN1)[C@@H](C)C1=CC=C(C=C1)NC(=O)NC[C@@H]1O[C@@H](CC1)C |o1:19,21|